(Z)-2-(3-cyclopropylmethoxy-4-methoxyphenyl)-3-(2,6-dimethyl-4-carbonylpyridin-1(4H)-yl)-N-methylacrylamide C1(CC1)COC=1C=C(C=CC1OC)/C(/C(=O)NC)=C/N1C(=CC(C=C1C)=C=O)C